(S)-2-(1-(4-amino-3-(2,3-difluoro-4-methoxyphenyl)-1H-pyrazolo[3,4-d]pyrimidin-1-yl)ethyl)-5-chloro-3-phenylquinazolin-4(3H)-one oxalate C(C(=O)O)(=O)O.NC1=C2C(=NC=N1)N(N=C2C2=C(C(=C(C=C2)OC)F)F)[C@@H](C)C2=NC1=CC=CC(=C1C(N2C2=CC=CC=C2)=O)Cl